3-(aminomethyl)-5-fluorobenzonitrile NCC=1C=C(C#N)C=C(C1)F